4-(2-aminoethyl)-7-((4-(4-(trifluoromethyl)piperidin-1-yl)phenyl)amino)-2H-chromen-2-one NCCC1=CC(OC2=CC(=CC=C12)NC1=CC=C(C=C1)N1CCC(CC1)C(F)(F)F)=O